FC1=C(C=CC(=C1)F)C1=NC(=NC2=C1N=C(N(C2=O)C)C(F)(F)F)N2C[C@H](OCC2)C2=CC(=NC=C2)C (R)-8-(2,4-difluorophenyl)-3-methyl-6-(2-(2-methylpyridin-4-yl)morpholino)-2-(trifluoromethyl)pyrimido[5,4-d]pyrimidin-4(3H)-one